ClC=1C(=NC(=NC1)NC1=C(C=C(C(=C1)C)N1CCC(CC1)N1CCN(CCC1)C)Cl)NC1=CC2=C(CCO2)C=C1NS(=O)(=O)C N-(6-((5-chloro-2-((2-chloro-5-methyl-4-(4-(4-methyl-1,4-diazepan-1-yl)piperidine-1-yl)phenyl)amino)pyrimidin-4-yl)amino)-2,3-dihydrobenzofuran-5-yl)methanesulfonamide